(+-)-3-[2-chloro-4-(methoxymethyl)phenyl]-1,4-oxazepan ClC1=C(C=CC(=C1)COC)[C@@H]1COCCCN1 |r|